stearyloxyl-tin (II) C(CCCCCCCCCCCCCCCCC)O[Sn+]